C(CCCCCCCCCCCCCCCCC)OC1=C(CO)C=CC(=C1)OCCCCCCCCCCCCCCCCCC 2,4-di(octadecyloxy)benzyl alcohol